ClC=1C=C(C=CC1)C(C(OC(=O)N[C@H](C(=O)N[C@H](C(=O)OC)C[C@H]1C(NCC1)=O)CC1=CC=CC=C1)C1=CC=CC=C1)(F)F methyl (2S)-2-((2S)-2-(((2-(3-chlorophenyl)-2,2-difluoro-1-phenylethoxy)carbonyl)amino)-3-phenyl propanamido)-3-((S)-2-oxopyrrolidin-3-yl)propanoate